2-methyl-9,12-dioxo-13-{2-[(1-oxotridecyl) oxy] ethyl}-5-oxa-2,8,13-triazapentadec-10-en-15-yl tridecanoate C(CCCCCCCCCCCC)(=O)OCCN(C(C=CC(NCCOCCN(C)C)=O)=O)CCOC(CCCCCCCCCCCC)=O